ClC1=C(C(=O)NC2=C3C=NN(C3=CC=C2)C2=CC(=C(C=C2)C)C(F)(F)F)C=C(C=C1)CNC(COC)=O 2-Chloro-5-{[(methoxyacetyl)amino]methyl}-N-{1-[4-methyl-3-(trifluoromethyl)phenyl]-1H-indazol-4-yl}benzamide